C(C)N1C[C@@H](CCC1)NC=1OC=2C(=NC(=CC2)C2=C(C=C(C#N)C=C2C)O)N1 4-[2-[[(3R)-1-Ethyl-3-piperidyl]amino]oxazolo[4,5-b]pyridin-5-yl]-3-hydroxy-5-methyl-benzonitrile